BrC1=C(C=CC=C1)C=1OC[C@@H](N1)CC1=CC=CC=C1 (S)-2-(2-bromophenyl)-4-benzyl-4,5-dihydro-oxazole